1,2-bis-(bromomethyl)-4-fluorobenzene BrCC1=C(C=C(C=C1)F)CBr